3-hydroxymethyl-2,2-dimethylcyclopropanecarboxylic acid OCC1C(C1C(=O)O)(C)C